(Z)-13-octadecenoic acid ethyl ester C(C)OC(CCCCCCCCCCC\C=C/CCCC)=O